O=S1(CCC2N1CCN(C2)C(=O)[O-])=O 1,1-dioxo-2,3,3a,4,6,7-hexahydroisothiazolo[2,3-a]pyrazine-5-carboxylate